[N+](=O)([O-])C1=CC=C(C=C1)C=CC(=O)C=1C=CC2=C(CC(O2)(C)C)C1 3-(4-nitrophenyl)-1-(2,2-dimethyl-2,3-dihydrobenzofuran-5-yl)-2-propen-1-one